(S)-N-(2-fluoro-5-((2-(2-methylpyrrolidin-1-yl)ethyl)carbamoyl)phenyl)-2-(1-(2-methoxyethyl)-1H-pyrazol-4-yl)-1H-pyrrolo[2,3-b]pyridine-5-carboxamide FC1=C(C=C(C=C1)C(NCCN1[C@H](CCC1)C)=O)NC(=O)C=1C=C2C(=NC1)NC(=C2)C=2C=NN(C2)CCOC